C1CCC(CC1)NC(=O)COC2=CC=CC=C2 N-Cyclohexyl-2-phenoxyacetamide